C(C)OC(C[C@@H]1[C@H](O[C@@H]2OC(O[C@@H]21)(C)C)[C@@H](CO)O)=O Ethyl-2-((3aR,5S,6R,6aR)-5-((R)-1,2-dihydroxyethyl)-2,2-dimethyltetrahydrofuro[2,3-d][1,3]dioxol-6-yl)acetate